BrC1=CC(=NC(=C1)Cl)CN1C[C@H](O[C@@H](C1)C)C (2R,6R)-4-[(4-bromo-6-chloro-2-pyridyl)methyl]-2,6-dimethyl-morpholine